(3-morpholinopropyl)-5-(2-nitrophenyl)-2-(4-(trifluoromethyl)phenyl)oxazole-4-carboxamide O1CCN(CC1)CCCNC(=O)C=1N=C(OC1C1=C(C=CC=C1)[N+](=O)[O-])C1=CC=C(C=C1)C(F)(F)F